tert-butyl(((1S,2R)-2-(2,2-dibromovinyl)cyclopropyl)methoxy)diphenylsilane C(C)(C)(C)[Si](C1=CC=CC=C1)(C1=CC=CC=C1)OC[C@@H]1[C@@H](C1)C=C(Br)Br